C(CCCC\C=C/CC)OC(CCCCCCCN(CCCCCCCC(=O)OCCCCCCCCC)CCO)OCCCCC\C=C/CC nonyl 8-((8,8-bis(((Z)-non-6-en-1-yl)oxy)octyl)(2-hydroxyethyl)amino)octanoate